NC=1N=NC(=CC1N1CCN(CC1)C1=CC=C(S1)C(=O)OCC)Cl ethyl 5-(4-(3-amino-6-chloropyridazin-4-yl)piperazin-1-yl)thiophene-2-carboxylate